4-fluoro-1-[2-(4-methyl-5-oxo-4,5-dihydro-1,3,4-oxadiazol-2-yl)acetyl]-N-{phenyl[5-(propan-2-yl)pyridin-2-yl]methyl}pyrrolidine-2-carboxamide FC1CC(N(C1)C(CC=1OC(N(N1)C)=O)=O)C(=O)NC(C1=NC=C(C=C1)C(C)C)C1=CC=CC=C1